FC(S(=O)(=O)[NH-])(F)F (trifluoromethanesulfonyl)azanide